6-amino-9-(3-hydroxycyclohexyl)-8-oxo-8,9-dihydro-7H-purine NC1=C2NC(N(C2=NC=N1)C1CC(CCC1)O)=O